FC(COC1=C(C=CC=C1)C=1C(C(=CN(N1)C)C(=O)NC1=CC=C(C=C1)OCC(C)(C)O)=O)F 6-[2-(2,2-difluoroethoxy)phenyl]-N-[4-(2-hydroxy-2-methylpropoxy)phenyl]-2-methyl-5-oxo-2,5-dihydropyridazine-4-carboxamide